OCCN(C(CCN(C1=CC=C(C=C1)N)CCO)O)C1=CC=C(C=C1)N N,N'-bis(β-hydroxyethyl)-N,N'-bis(4'-aminophenyl)1,3-diaminopropanol